6-bromoimidazo[1,2-a]Pyridine BrC=1C=CC=2N(C1)C=CN2